5-(3-methoxy-4-(piperazin-1-ylmethyl)phenyl)-1,3,4-trimethylpyridin-2(1H)-one COC=1C=C(C=CC1CN1CCNCC1)C=1C(=C(C(N(C1)C)=O)C)C